FC=1C(=CC2=C(N=C(O2)C)C1C)NC(=O)N1CCC=2C1=NC=CC2N2CCNCC2 N-(5-fluoro-2,4-dimethylbenzo[d]oxazol-6-yl)-4-(piperazin-1-yl)-2,3-dihydro-1H-pyrrolo[2,3-b]pyridine-1-carboxamide